BrC1=C(C=CC=C1COC1=NC(=C(C(=N1)OC)C=O)OC)C1=CC=CC=C1 2-((2-bromo-[1,1'-biphenyl]-3-yl)methoxy)-4,6-dimethoxypyrimidine-5-carbaldehyde